4-methyl-2-[3-[[3-(5-methyl-1,2,4-oxadiazol-3-yl)benzoyl]amino]propylamino]thiazole-5-carboxylic acid ethyl ester C(C)OC(=O)C1=C(N=C(S1)NCCCNC(C1=CC(=CC=C1)C1=NOC(=N1)C)=O)C